fructose trisodium salt [Na].[Na].[Na].OCC(=O)[C@@H](O)[C@H](O)[C@H](O)CO